4-bromo-1-(4-fluorophenyl)-2-(prop-1-en-2-yl)-1H-indole BrC1=C2C=C(N(C2=CC=C1)C1=CC=C(C=C1)F)C(=C)C